N1=C(C=CC=C1)[C@@H](C)O (1R)-1-(2-pyridyl)ethanol